CC1(CN=CC2=C(C3=C(N=CN=C3N)N21)C2=CC=1C(=NC=CC1)N2COCC[Si](C)(C)C)C 9,9-dimethyl-5-(1-((2-(trimethylsilyl)ethoxy)methyl)-1H-pyrrolo[2,3-b]pyridin-2-yl)-8,9-dihydropyrazino[1',2':1,5]pyrrolo[2,3-d]pyrimidin-4-amine